N6-[(2R)-2-amino-2-phenyl-ethyl]-1-(trideuteriomethyl)-N4-[4-(trifluoromethyl)phenyl]pyrazolo[3,4-d]pyrimidine-4,6-diamine N[C@@H](CNC1=NC(=C2C(=N1)N(N=C2)C([2H])([2H])[2H])NC2=CC=C(C=C2)C(F)(F)F)C2=CC=CC=C2